1-[2-(3-chlorophenyl)-2-methoxy-propyl]-3-cyclopentyl-urea ClC=1C=C(C=CC1)C(CNC(=O)NC1CCCC1)(C)OC